1-Ethyl-4-fluoro-N-((1,2,3,5,6,7-hexahydro-s-indacen-4-yl)carbamoyl)-1H-pyrazole-3-sulfonamide C(C)N1N=C(C(=C1)F)S(=O)(=O)NC(NC1=C2CCCC2=CC=2CCCC12)=O